CC(C)NC=1C(=NC=CC1)N1CCN(CC1)C(=O)C=1NC2=CC=C(C=C2C1)NS(=O)(=O)C N-[2-({4-[3-(propan-2-ylamino)pyridin-2-yl]piperazin-1-yl}carbonyl)-1H-indol-5-yl]methanesulfonamide